N-(2H-1,3-benzodioxol-5-yl)-1-[3-(2,3-dichlorophenyl)-1H-pyrazolo[3,4-b]pyrazine-6-yl]-4-methylpiperidine-4-carboximidamide O1COC2=C1C=CC(=C2)NC(=N)C2(CCN(CC2)C2=CN=C1C(=N2)NN=C1C1=C(C(=CC=C1)Cl)Cl)C